N-(tert-butoxycarbonyl)-L-cysteine methyl ester CC(C)(C)OC(=O)N[C@@H](CS)C(=O)OC